O=S1CNCC1 1-oxothiazolidin